butylvinyl-amine C(CCC)C=CN